S(=O)(=O)(O)C1=CC=C(C)C=C1.CN(C1C(N(C(C1)=O)[C@@H](C(=O)NCC1=C(C=CC=C1)F)C)=O)C (2R)-2-(3-(dimethylamino)-2,5-dioxopyrrolidin-1-yl)-N-(2-fluorobenzyl)propanamide tosylate